ClCC(=O)C=1C=CC2=C(N=CS2)C1 5-chloroacetyl-benzothiazoline